methyl 2-(bromomethyl)-5-formylbenzoate BrCC1=C(C(=O)OC)C=C(C=C1)C=O